C1(CC1)C=1C=CC=2N(N1)C(=CN2)C=2C=C(C=CC2)O 3-(6-cyclopropyl-imidazo[1,2-b]pyridazin-3-yl)phenol